ethyl (E)-3-(3-bromo-5-(trifluoromethoxy)phenyl)acrylate BrC=1C=C(C=C(C1)OC(F)(F)F)/C=C/C(=O)OCC